CC1NCCC2=C1NC1=CC=CC=C21 methyl-2,3,4,9-tetrahydro-1H-pyrido[3,4-b]indole